C(C1=CC=CC=C1)OC1=C2C(CC2=CC=C1)(C)OC 2-(benzyloxy)-8-methoxy-8-methylbicyclo[4.2.0]octa-1,3,5-triene